C(C)(C)(C)OC(=O)N1C2CN(CC1CC2)C2=C(C=1CCC(CC1C=C2)NC(=O)OCC2=CC=CC=C2)F 3-(6-[[(benzyloxy)carbonyl]amino]-1-fluoro-5,6,7,8-tetrahydronaphthalen-2-yl)-3,8-diazabicyclo[3.2.1]octane-8-carboxylic acid tert-butyl ester